(S)-N-((S)-1-amino-3-cyclohexylpropan-1-yl)-3-(6-chlorobenzo[d]thiazol-2-yl)-2-propionamidopropanamide N[C@H](CCC1CCCCC1)NC([C@H](CC=1SC2=C(N1)C=CC(=C2)Cl)NC(CC)=O)=O